C(C)OC(CC1=C(C(=CC(=C1)CCC(C)C)F)OC)=O.FCCOCCOC1=CC=C(C=C1)N=NC=1C=C2C=CC=NC2=CC1 6-((4-(2-(2-fluoroethoxy)ethoxy)phenyl)azo)quinoline ethyl-2-(3-fluoro-5-isopentyl-2-methoxyphenyl)acetate